bromine (2-ethoxyphenyl)magnesium C(C)OC1=C(C=CC=C1)[Mg].[Br]